FC1=CC=C(OC2=CC=C(N=N2)NC2C[C@@H]3[C@@H](CN(C3)CC3CCOCC3)C2)C=C1 (3aR,5s,6aS)-N-[6-(4-fluorophenoxy)pyridazin-3-yl]-2-(tetrahydropyran-4-ylmethyl)-3,3a,4,5,6,6a-hexahydro-1H-cyclopenta[c]pyrrol-5-amine